BrC1=C(C(=CC2=CC=CC=C12)C)C 1-bromo-2,3-dimethylnaphthalene